[Ce].[Mn].[Ti].[V] vanadium titanium manganese cerium